1-(3-aminopyrazin-2-yl)ethan-1-one NC=1C(=NC=CN1)C(C)=O